FC1(CCC2=C(C(=NO2)C(=O)NC=2C=NC(=C(C2)C=2C=NC3=CC(=NC=C3C2)NC)C)C1)F 5,5-difluoro-N-(6-methyl-5-(7-(methylamino)-1,6-naphthyridin-3-yl)pyridin-3-yl)-4,5,6,7-tetrahydrobenzo[d]isoxazole-3-carboxamide